3-(2,2-difluoroethyl)-2-(3-((2-methoxy-4-(methylsulfonyl)phenyl)amino)prop-1-yn-1-yl)benzo[b]thiophen FC(CC=1C2=C(SC1C#CCNC1=C(C=C(C=C1)S(=O)(=O)C)OC)C=CC=C2)F